NC1=NC=C(C2=C1C=NN2)NC(C(N2[C@H](CC[C@@H](C2)C)C=2C=NC=C(C2)OC)=O)=O |r| N-(4-amino-1H-pyrazolo[4,3-c]pyridin-7-yl)-2-oxo-2-[rac-(2R,5S)-2-(5-methoxy-3-pyridyl)-5-methyl-1-piperidyl]acetamide